COCC1=C(C(=CC(=C1CO)C(C)(C)CC)COC)O 2,6-bis(methoxymethyl)hydroxymethyl-4-tert-amylphenol